[Pd].C(C)(C)C1=C(C(=CC=C1)C(C)C)N1C(N(C=C1)C1=C(C=CC=C1C(C)C)C(C)C)=C1C(C2=CC=CC=C2C(C1)=O)=O (1,3-bis(2,6-diisopropylphenyl)imidazol-2-ylidene(1,4-naphthoquinone)) Palladium (0)